FC1=CC=C(CNC=2C=CC3=C(C=C(O3)C(=O)NC3=C(C=C(C=C3)C)O)C2)C=C1 5-((4-fluorobenzyl)amino)-N-(2-hydroxy-4-methylphenyl)benzofuran-2-carboxamide